(1s,3s)-3-(5-cyclopropyl-1H-pyrazol-1-yl)cyclobutyl (4-nitrophenyl) carbonate C(OC1CC(C1)N1N=CC=C1C1CC1)(OC1=CC=C(C=C1)[N+](=O)[O-])=O